2-(3,8-diazabicyclo-[3.2.1]octan-8-yl)-N-(2-isopropoxyethyl)-benzo[d]thiazole-6-carboxamide C12CNCC(CC1)N2C=2SC1=C(N2)C=CC(=C1)C(=O)NCCOC(C)C